C(C)S(=O)(=O)C=1C(=NC=C(C1)C1=CC=C(C=C1)OC(F)(F)F)C1=NC=2N(C=C1)N=C(C2)C(F)(F)F 5-(3-(ethylsulfonyl)-5-(4-(trifluoromethoxy)phenyl)pyridin-2-yl)-2-(trifluoromethyl)pyrazolo[1,5-a]pyrimidine